(S)-2-((6-(dimethylamino)pyrimidin-4-yl)amino)-4-(((R)-2-methoxypropyl)(4-(5,6,7,8-tetrahydro-1,8-naphthyridin-2-yl)butyl)amino)butanoic acid CN(C1=CC(=NC=N1)N[C@H](C(=O)O)CCN(CCCCC1=NC=2NCCCC2C=C1)C[C@@H](C)OC)C